BrC1=CC2=C(N=C(N=C2)C)NC1=O 6-bromo-2-methyl-8H-pyrido[2,3-d]Pyrimidin-7-one